C1(CC1)CN1N=CC(=C1)NC(=O)C=1N=C(SC1)C=1C=NNC1 N-[1-(cyclopropylmethyl)-1H-pyrazol-4-yl]-2-(1H-pyrazol-4-yl)-1,3-thiazole-4-carboxamide